2-pyridin-2-ylpyridin-1-oxide N1=C(C=CC=C1)C1=[N+](C=CC=C1)[O-]